ClC1=CC2=C(N(C(C(N2C)=O)=O)C2CCN(CC2)CC2=CC=CC=3CCCCC23)N=C1 7-Chloro-1-methyl-4-(1-((5,6,7,8-tetrahydronaphthalen-1-yl)methyl)piperidin-4-yl)-1,4-dihydropyrido[2,3-b]pyrazine-2,3-dione